(R)-3-hydroxy-1-methyl-3-(3-(6-(2-((2-methylpyridin-4-yl)amino)pyrimidin-4-yl)pyridin-2-yl)isoxazol-5-yl)pyrrolidin-2-one O[C@@]1(C(N(CC1)C)=O)C1=CC(=NO1)C1=NC(=CC=C1)C1=NC(=NC=C1)NC1=CC(=NC=C1)C